(1,3,4-oxadiazol-2-yl)methanamine O1C(=NN=C1)CN